OC1=C(C(=NN1C1=CC=C(C=C1)S(=O)(=O)O)C(=O)[O-])N=NC1=CC=C(C=C1)S(=O)(=O)O.[Na+].[Na+].[Na+].OC1=C(C(=NN1C1=CC=C(C=C1)S(=O)(=O)O)C(=O)[O-])N=NC1=CC=C(C=C1)S(=O)(=O)O.OC1=C(C(=NN1C1=CC=C(C=C1)S(=O)(=O)O)C(=O)[O-])N=NC1=CC=C(C=C1)S(=O)(=O)O Trisodium 5-hydroxy-1-(4-sulphophenyl)-4-(4-sulphophenylazo)pyrazole-3-carboxylate